N-((1S,2S)-2-hydroxycyclohexyl)-7-(4-(1-methyl-1H-pyrazol-3-yl)benzyl)furo[3,2-b]pyridine-5-carboxamide O[C@@H]1[C@H](CCCC1)NC(=O)C1=CC(=C2C(=N1)C=CO2)CC2=CC=C(C=C2)C2=NN(C=C2)C